N=S(=O)(C1=CC=C(C=C1)OC1=CC=NC2=CC=CC=C12)C imino(methyl)[4-(quinolin-4-yloxy)phenyl]-λ6-sulfanone